6-(isopropyl(methyl)amino)-4-((methylamino)methyl)-2-(6-(4-(pyridin-3-yl)-4H-1,2,4-triazole-3-yl)pyridin-2-yl)-2,3-dihydro-1H-pyrrolo[3,4-c]pyridin-1-one C(C)(C)N(C1=CC2=C(C(=N1)CNC)CN(C2=O)C2=NC(=CC=C2)C2=NN=CN2C=2C=NC=CC2)C